C(C)(C)(C)OC(=O)N[C@H](C(=O)OC(C)(C)C)CC1=CC(=NO1)C#N tert-butyl (S)-2-((tert-butoxycarbonyl)amino)-3-(3-cyanoisoxazol-5-yl)propanoate